(R)-5-bromo-3-(1-(5-fluoro-2-(trimethylstannyl)phenyl)ethoxy)pyridin-2-amine BrC=1C=C(C(=NC1)N)O[C@H](C)C1=C(C=CC(=C1)F)[Sn](C)(C)C